C(C)N(C(C1=C(C=CC(=C1)F)C=1C=2N(C=C(C1)C1CN(C1)C(CC[C@H]1N(CCOC1)CCO)C(C)C)C(=NC2)C)=O)C(C)C N-ethyl-5-fluoro-2-[6-(1-{1-[(3R)-4-(2-hydroxyethyl)morpholin-3-yl]-4-methylpentan-3-yl}azetidin-3-yl)-3-methylimidazo[1,5-a]pyridin-8-yl]-N-(isopropyl)benzamide